(1-ethoxycyclopropyloxy)-trimethyl-silane C(C)OC1(CC1)O[Si](C)(C)C